pyrimidylbinaphthyl N1=C(N=CC=C1)C1=C(C2=CC=CC=C2C=C1)C1=CC=CC2=CC=CC=C12